CC1NCCC(C1C#C)C 2,4-dimethyl-3-ethynylpiperidine